tert-butyl 2-(3-fluoro-4-(7-((3-(4-fluoropiperidin-1-yl)propyl)carbamoyl)-6-methoxybenzo[d]imidazo[2,1-b]thiazol-2-yl)phenyl)pyrrolidine-1-carboxylate FC=1C=C(C=CC1C=1N=C2SC3=C(N2C1)C=C(C(=C3)C(NCCCN3CCC(CC3)F)=O)OC)C3N(CCC3)C(=O)OC(C)(C)C